4-methoxy-2,2-dimethyl-1,2,3,4-tetrahydroquinoline COC1CC(NC2=CC=CC=C12)(C)C